(2-methyl-4-(6-(1-methyl-1H-pyrazol-4-yl)pyrazolo[1,5-a]pyridin-4-yl)phenyl)methanamine dihydrochloride Cl.Cl.CC1=C(C=CC(=C1)C=1C=2N(C=C(C1)C=1C=NN(C1)C)N=CC2)CN